C(C)(C)(C)OC(N(C1CCNCC1)C1CC1)=O cyclopropyl-(piperidin-4-yl)carbamic acid tert-butyl ester